3-cyclopentylacrylonitrile C1(CCCC1)C=CC#N